C(C)(=O)OC=1C(C=CN2N(CC3(C(C21)=O)CC3)[C@@H]3C2=C(SCC1=C3C(=CC(=C1F)F)Br)C=CC=C2)=O (R)-1'-(10-bromo-7,8-difluoro-6,11-dihydrodibenzo[b,e]thiepin-11-yl)-4',6'-dioxo-1',2',4',6'-tetrahydrospiro[cyclopropane-1,3'-pyrido[1,2-b]pyridazin]-5'-yl acetate